ethyl(4-methylphenyl)phosphinate C(C)P([O-])(=O)C1=CC=C(C=C1)C